C(CCCCCCC)C(CCCCCCCC)OC(CCCCOC(=O)[C@H]1NC[C@H](C1)O)=O (2s,4s)-4-hydroxypyrrolidine-2-carboxylic acid [5-(1-octylnonyloxy)-5-oxo-pentyl] ester